CC(CCCC(C)C)N 1,5-dimethylhexylamine